CC1(C2CCC1(C(C2)O)CS)C (1S)-(-)-10-mercaptoisoborneol